Dimethyl 3-methylhexanedioate CC(CC(=O)OC)CCC(=O)OC